2-(3,5-dimethylpyrazol-1-yl)-6-[5-[(6-methylpyridazin-3-yl)amino]benzimidazol-1-yl]-3-pyridyl-ethanone CC1=NN(C(=C1)C)C1=NC(=CC=C1C(C)=O)N1C=NC2=C1C=CC(=C2)NC=2N=NC(=CC2)C